[Na].CC1=CC=CC1 methyl-cyclopentadiene sodium salt